8-cyclopentyl-N-(3-fluoro-5-(4-(4-fluorophenyl)-1H-pyrazol-1-yl)benzyl)-7H-purine-6-carboxamide C1(CCCC1)C1=NC2=NC=NC(=C2N1)C(=O)NCC1=CC(=CC(=C1)N1N=CC(=C1)C1=CC=C(C=C1)F)F